COC1=C(CN2CCC3(CN(C3)C=3C=CC=C4C(=NN(C34)C)C3C(NC(CC3)=O)=O)CC2)C(=CC(=C1)C=1C2=C(C(N(C1)C)=O)CCC2)OC 3-(7-(7-(2,6-dimethoxy-4-(2-methyl-1-oxo-2,5,6,7-tetrahydro-1H-cyclopenta[c]pyridin-4-yl)benzyl)-2,7-diazaspiro[3.5]nonan-2-yl)-1-methyl-1H-indazol-3-yl)piperidine-2,6-dione